N-[[4-[(4-fluorophenyl)methoxy]-1-[(2-oxo-1H-pyridin-4-yl)methyl]indol-6-yl]methyl]prop-2-enamide FC1=CC=C(C=C1)COC1=C2C=CN(C2=CC(=C1)CNC(C=C)=O)CC1=CC(NC=C1)=O